4-bromo-3-nitro-N-phenylbenzamide BrC1=C(C=C(C(=O)NC2=CC=CC=C2)C=C1)[N+](=O)[O-]